(2S)-2-(4-(2-(aminomethyl)-4-oxo-3,4-dihydroquinazolin-7-yl)-1-methyl-1H-pyrazol-5-yl)-4-chloro-6-(3,3-difluoroazetidin-1-yl)-3-fluorobenzonitrile NCC1=NC2=CC(=CC=C2C(N1)=O)C=1C=NN(C1C1=C(C#N)C(=CC(=C1F)Cl)N1CC(C1)(F)F)C